3-[5-Chloro-2-(propan-2-yl)thiophen-3-yl]-1-[(1-methyl-1H-pyrazol-4-yl)-[(3S)-1-methylpyrrolidin-3-yl]sulfamoyl]urea ClC1=CC(=C(S1)C(C)C)NC(NS(N([C@@H]1CN(CC1)C)C=1C=NN(C1)C)(=O)=O)=O